CC1=CC=C(C(=O)OC[C@H]2OC(C[C@@H]2OC(C2=CC=C(C=C2)C)=O)Cl)C=C1 [(2R,3S)-5-chloro-3-(4-methylbenzoyl)oxy-tetrahydrofuran-2-yl]methyl 4-methylbenzoate